Di(9-decenyl) Fumarate C(\C=C\C(=O)OCCCCCCCCC=C)(=O)OCCCCCCCCC=C